E-2-pentanal CC(CCC)=O